BrC1(CC1)CC 2-(1-bromocyclopropyl)ethan